N,N,4-trimethyl-6-{4-[(2-phenyl-1,3-oxazol-4-yl)methyl]piperazin-1-yl}pyrimidin-2-amine CN(C1=NC(=CC(=N1)C)N1CCN(CC1)CC=1N=C(OC1)C1=CC=CC=C1)C